tert-butyl-N-[3-({[(3aR,4R,6S,6aS)-6-hydroxy-2,2-dimethyl-tetrahydro-3aH-cyclopenta[d][1,3]dioxol-4-yl]methyl}(methyl)amino)propyl]-N-[2-(4-fluorophenyl)ethyl]carbamate C(C)(C)(C)OC(N(CCC1=CC=C(C=C1)F)CCCN(C)C[C@H]1C[C@@H]([C@@H]2OC(O[C@@H]21)(C)C)O)=O